FC(C=1N=CC=2N(C1)C(=CN2)C2=NC=CC(=N2)N2CC(CC2)C(C)(C)O)(F)F 2-(1-(2-(6-(Trifluoromethyl)imidazo[1,2-a]pyrazin-3-yl)pyrimidin-4-yl)pyrrolidin-3-yl)propan-2-ol